N4-(5-chloro-4-(7-methoxy-1-methyl-1H-indol-3-yl)pyrimidin-2-yl)-N1-(2-(dimethylamino)ethyl)-N1-methylbenzene-1,2,4-triamine ClC=1C(=NC(=NC1)NC=1C=C(C(=CC1)N(C)CCN(C)C)N)C1=CN(C2=C(C=CC=C12)OC)C